8-[[2-(2,6-dioxo-3-piperidinyl)-1,3-dioxo-isoindolin-5-yl]amino]octanoic acid O=C1NC(CCC1N1C(C2=CC=C(C=C2C1=O)NCCCCCCCC(=O)O)=O)=O